ClC=1C=C(C(=C(C(=O)O)C1COC)F)F 5-chloro-2,3-difluoro-6-(methoxymethyl)benzoic acid